C(#N)C[C@@H](C1=CC=C(C=C1)S(=O)(=O)CC)NC(C1=CC=C(C=C1)N1[C@@H](C[C@@H](C1)OC)COC(F)F)=O N-((S)-2-cyano-1-(4-(ethylsulfonyl)phenyl)ethyl)-4-((2S,4S)-2-((difluoromethoxy)methyl)-4-methoxypyrrolidin-1-yl)benzamide